(1aR,5aR)-2-(5-Chloropyridin-2-yl)-1a,2,5,5a-tetrahydro-1H-2,3-diazacyclopropa[a]pentalen ClC=1C=CC(=NC1)N1N=CC=2C[C@@H]3[C@H](C12)C3